CC1=CC2=C(C=N1)C(C=1C=CC=CC1O2)NC(=O)C=2C(NC(=CC2)C(F)(F)F)=O N-(3-methyl-10H-chromeno[3,2-c]pyridin-10-yl)-2-oxo-6-(trifluoromethyl)-1,2-dihydropyridine-3-carboxamide